C(C)(C)(C)OC(=O)N1CC(NCC1)CC1CC1 3-(cyclopropylmethyl)piperazine-1-carboxylic acid tert-butyl ester